dinonyl 3,3'-((((piperazine-1,4-diylbis(propane-3,1-diyl))bis(azanediyl))bis(4-iminobutane-4,1-diyl))bis(sulfanediyl))dipropionate N1(CCN(CC1)CCCNC(CCCSCCC(=O)OCCCCCCCCC)=N)CCCNC(CCCSCCC(=O)OCCCCCCCCC)=N